O[C@@H]1C[C@H](N(C1)C([C@H](C(C)(C)C)NC(COCCN1CCNCC1)=O)=O)C(N[C@@H](C)C1=CC=C(C=C1)C1=C(N=CS1)C)=O 4-(2-(2-(((S)-1-((2S,4R)-4-hydroxy-2-(((S)-1-(4-(4-methylthiazol-5-yl)phenyl)ethyl)carbamoyl)pyrrolidin-1-yl)-3,3-dimethyl-1-oxobutan-2-yl)amino)-2-oxoethoxy)ethyl)piperazin